ClC=1C=C(C2=C(N1)N(C=C2)CC)C=O C6-chloro-1-ethyl-1H-pyrrolo[2,3-b]pyridine-4-carbaldehyde